COC(=O)C1=C(N=CC2=CC=CC=C12)N.CN1CCN(CC1)CCOC1=NC=CC(=N1)NC1=CC(=C(C=C1)OCC1=NC=CC=C1)Cl 2-(2-(4-methylpiperazino)ethoxy)-4-(3-chloro-4-(pyridin-2-ylmethoxy)phenylamino)pyrimidine methyl-3-aminoisoquinoline-4-carboxylate